C(N)(=O)[C@H]1N2C(N([C@H](C=C1C1CC1)C2)O[C@@H](C(=O)O)F)=O (2R)-2-(((2S,5R)-2-carbamoyl-3-cyclopropyl-7-oxo-1,6-diazabicyclo[3.2.1]oct-3-en-6-yl)oxy)-2-fluoroacetic acid